C1(=CC=CC=C1)\C=C\C(CC(CCC1=CC=CC=C1)=O)O (E)-1,7-diphenyl-3-hydroxy-1-hepten-5-one